1-((R)-3'-(2-((2S,5S)-2-ethyl-5-(4-fluorophenyl)pyrrolidin-1-yl)-2-oxoethyl)-2',4'-dioxo-2,3-dihydrospiro[indene-1,5'-oxazolidine]-5-yl)-3-methylurea C(C)[C@@H]1N([C@@H](CC1)C1=CC=C(C=C1)F)C(CN1C(O[C@]2(C1=O)CCC1=CC(=CC=C12)NC(=O)NC)=O)=O